6-fluoro-3-(1-(3-fluoro-3-(5-methyl-4-(propan-2-yl)-4H-1,2,4-triazol-3-yl)propyl)pyrrolidin-3-yl)-1H-indole FC1=CC=C2C(=CNC2=C1)C1CN(CC1)CCC(C1=NN=C(N1C(C)C)C)F